FC1([C@H](CN(CC1)[C@H](C(=O)NC1=NC=C(C=C1)F)C)C1=NNC(C=C1)=O)F (S)-2-((R)-4,4-difluoro-3-(6-oxo-1,6-dihydropyridazin-3-yl)piperidin-1-yl)-N-(5-fluoropyridin-2-yl)propanamide